FC=1C(=NC=CC1)N1NCC(C1)C 3-fluoro-2-(4-methylpyrazolidin-1-yl)pyridine